3-butoxy-1-propylamine C(CCC)OCCCN